methyl (2S)-2-[4-chloro-2-(4-butoxy-4,5-dihydroisoxazol-3-yl)phenoxy]propanoate ClC1=CC(=C(O[C@H](C(=O)OC)C)C=C1)C1=NOCC1OCCCC